2-(3-chloro-5-fluorophenyl)-5-(1-methyl-1H-pyrazol-4-yl)-N4-(1,2,3,4-tetrahydroisoquinolin-7-yl)pyrimidine-2,4-diamine ClC=1C=C(C=C(C1)F)C1(NC=C(C(=N1)NC1=CC=C2CCNCC2=C1)C=1C=NN(C1)C)N